C1(CCCCC1)C1(C=C(C(C=C1)=O)C=C=C)CO 4-cyclohexyl-4-hydroxymethyl-allenyl-2,5-cyclohexadienone